C(C)N(C=1C2=C(N=C(N1)C1=C(C=NC=C1)F)C=NC=C2)C(C)C N-Ethyl-2-(3-fluoropyridin-4-yl)-N-(prop-2-yl)pyrido[3,4-d]Pyrimidin-4-amine